C(C=C)(=O)N1C[C@@H]2COC3=C(C(N2CC1)=O)C(=NC(=C3Cl)C3=C(C=CC=C3O)F)OC[C@H]3N(CCC3)C (6aR)-8-acryloyl-4-chloro-3-(2-fluoro-6-hydroxyphenyl)-1-(((S)-1-methylpyrrolidin-2-yl)methoxy)-6,6a,7,8,9,10-hexahydro-12H-pyrazino[2,1-c]pyrido[3,4-f][1,4]oxazepin-12-one